[N+](=O)([O-])C1=C(C=C(C=C1)N1N=C(C=C1)C(=O)O)C(F)(F)F (4-nitro-3-trifluoromethylphenyl)-1H-pyrazole-3-carboxylic acid